(+)-2,5,7,8-tetramethyl-2-(4,8,12-trimethyltridecyl)-6-chromanol acetate C(C)(=O)OC=1C(=C2CCC(OC2=C(C1C)C)(CCCC(CCCC(CCCC(C)C)C)C)C)C